4-[(3-isopropyl-5-methyl-pyrazolo[1,5-a]pyrimidin-7-yl)amino]piperidine-1-carboxylic acid [(3R)-1-[(E)-4-(dimethylamino) but-2-enoyl] pyrrolidin-3-yl] ester CN(C/C=C/C(=O)N1C[C@@H](CC1)OC(=O)N1CCC(CC1)NC1=CC(=NC=2N1N=CC2C(C)C)C)C